FC=1C=C(C=CC1F)C1=C(C=CC=C1)P(C1=CC=CC=C1)C1=CC=CC=C1 (3',4'-difluoro-[1,1'-biphenyl]-2-yl)diphenylphosphine